N1(CCC1)C=1C=CC2=C(CN(C[C@H](O2)CC)C(=O)OC(C)(C)C)N1 tert-butyl (R)-7-(azetidin-1-yl)-2-ethyl-2,3-dihydropyrido[2,3-f][1,4]oxazepine-4(5H)-carboxylate